2-Hydroxy-4-oxo-2-(trifluoromethyl)adipic acid diethyl ester C(C)OC(C(CC(CC(=O)OCC)=O)(C(F)(F)F)O)=O